tertiary butyl-benzene C(C)(C)(C)C1=CC=CC=C1